Cl.COC1=CC=C2C(N(N=C(C2=C1)C1=CC=C(CS(=O)(=O)N)C=C1)C)=O (4-(7-methoxy-3-methyl-4-oxo-3,4-dihydro-phthalazin-1-yl)benzyl)sulfonamide hydrochloride